rac-1-(3-Chlorophenyl)-1-[5-(1,3-dioxolan-2-yl)-3-thienyl]butane-1,4-diol ClC=1C=C(C=CC1)[C@@](CCCO)(O)C1=CSC(=C1)C1OCCO1 |r|